tert-butyl ({5-[4-(trifluoromethoxy)phenyl]-1H-imidazol-2-yl}methyl)carbamate FC(OC1=CC=C(C=C1)C1=CN=C(N1)CNC(OC(C)(C)C)=O)(F)F